C(C=C)N(C(C(F)F)=O)C1=C(C(=CC=C1F)N)F N-allyl-N-(3-amino-2,6-difluorophenyl)-2,2-difluoroacetamide